2-(2-chlorophenyl)-6-(4-ethyl-3-(hydroxymethyl)-5-oxo-4,5-dihydro-1H-1,2,4-Triazol-1-yl)-4-(prop-1-en-2-yl)isoquinolin-1(2H)-one ClC1=C(C=CC=C1)N1C(C2=CC=C(C=C2C(=C1)C(=C)C)N1N=C(N(C1=O)CC)CO)=O